ClC1=C(C(=O)NC2=C3C=NN(C3=CC=C2)C=2C=NC(=CC2)C(F)(F)F)C=C(C=C1)CNC(CC(C)(C)C)=O 2-Chloro-5-{[(3,3-dimethylbutanoyl)amino]methyl}-N-{1-[6-(trifluoromethyl)pyridin-3-yl]-1H-indazole-4-yl}benzamide